ClC=1C(=C(C=CC1)NC1=C(C(=O)O)C=CC=C1)C 2-((3-chloro-2-methylphenyl)amino)benzoic acid